N-[5-[3-(cyclopentyloxy)-2-oxo-1-pyrrolidinyl]-2,4-dimethylphenyl]-1,1,1-trifluoromethanesulfonamide C1(CCCC1)OC1C(N(CC1)C=1C(=CC(=C(C1)NS(=O)(=O)C(F)(F)F)C)C)=O